methyl-vinyl-di(N-methyl-acetamido)silane C[Si](N(C(C)=O)C)(N(C(C)=O)C)C=C